2-(3-Cyano-phenyl)-5-trifluoromethyl-2H-pyrazole-3-carboxylic acid {3-[hydroxy-(6-methoxy-naphthalen-2-yl)methyl]-phenyl}-amide OC(C=1C=C(C=CC1)NC(=O)C=1N(N=C(C1)C(F)(F)F)C1=CC(=CC=C1)C#N)C1=CC2=CC=C(C=C2C=C1)OC